C(C)(C)(C)OC(=O)NC1CCN(CC1)C=1C=CC(=C2N=C(SC21)OC)C(=O)O 7-(4-((tert-butoxycarbonyl)amino)piperidin-1-yl)-2-methoxybenzo[d]thiazole-4-carboxylic acid